2-(2-(diphenylphosphino)ethyl)pyridine C1(=CC=CC=C1)P(CCC1=NC=CC=C1)C1=CC=CC=C1